C(=O)[C@@]1([C@@](O[C@@H]([C@H]1O)CO)(N1C(=O)NC(=O)C=C1)C)O Formylmethyluridine